CC=1C=NC(=NC1)SCC=O 2-[(5-METHYLPYRIMIDIN-2-YL)SULFANYL]ACETALDEHYDE